4-chloro-6,7,8,9-tetrahydrobenzothieno[3,2-d]Pyrimidine ClC=1C2=C(N=CN1)C1=C(S2)CCCC1